C[C@H]1CN(CCC1)C1CCNCC1 (3R)-3-methyl[1,4'-bipiperidine]